FC(OC1=CC=C2C=C(C(=C(C2=C1)F)N1CC(NS1(=O)=O)=O)O)F 5-[7-(difluoromethoxy)-1-fluoro-3-hydroxynaphthalen-2-yl]-1λ6,2,5-thiadiazolidine-1,1,3-trione